O[C@H]1CC[C@@]2([C@H]3CC[C@@]4([C@H](CC[C@H]4[C@@H]3CC=C2C1)[C@@H](CCC(=O)OC1CCCCC1)C)C)C Cyclohexyl (R)-4-((3S,8S,9S,10R,13R,14S,17R)-3-hydroxy-10,13-dimethyl-2,3,4,7,8,9,10,11,12,13,14,15,16,17-tetradecahydro-1H-cyclopenta[a]phenanthren-17-yl)pentanoate